ClC1=CC(=C(COC2=CC=CC(=N2)C2CCN(CC2)CC2=NC3=C(N2C)C=C(C=C3OC)C(=O)NC)C=C1)F 2-((4-(6-((4-chloro-2-fluorobenzyl)oxy)pyridin-2-yl)piperidin-1-yl)methyl)-4-methoxy-N,1-dimethyl-1H-benzo[d]imidazole-6-carboxamide